4-(4-(benzyloxy)-5-fluoro-2-methoxyphenyl)-7-((2-methoxyethoxy)methoxy)-3-phenyl-1,2-dihydronaphthalene C(C1=CC=CC=C1)OC1=CC(=C(C=C1F)C1=C(CCC2=CC(=CC=C12)OCOCCOC)C1=CC=CC=C1)OC